N1N=C(C=C1)C1=NC(=NC=C1)N1CCN(CC1)C(=O)N1N=CC[C@H]1C=1C=C(C#N)C=C(C1)F (S)-3-(1-(4-(4-(1H-pyrazol-3-yl)pyrimidin-2-yl)piperazine-1-carbonyl)-4,5-dihydro-1H-pyrazol-5-yl)-5-fluorobenzonitrile